Methyl ((2S)-1-(2-(((S)-1-(cyclopropylamino)-6,6-difluoro-1,2-dioxoheptan-3-yl)carbamoyl)-5-methylpiperidin-1-yl)-3,3-dimethyl-1-oxobutan-2-yl)carbamate C1(CC1)NC(C([C@H](CCC(C)(F)F)NC(=O)C1N(CC(CC1)C)C([C@H](C(C)(C)C)NC(OC)=O)=O)=O)=O